C(#N)[C@@]1(CC12CC2)C=2C=C1C=C(N=CC1=CC2)NC(C(=C)C=2C=NN(C2)C)=O (S)-N-(6-(1R-cyanospiro[2.2]pentan-1-yl)isoquinolin-3-yl)-2-(1-methyl-1H-pyrazol-4-yl)propenamide